tert-butyl 6-(4-isopropoxypiperidin-1-yl)quinoline-4-carboxylate C(C)(C)OC1CCN(CC1)C=1C=C2C(=CC=NC2=CC1)C(=O)OC(C)(C)C